NC1C[C@]2(CC[C@@](C1)(N2C(=O)OC(C)(C)C)C)C Tert-butyl (1R,3s,5S)-3-amino-1,5-dimethyl-8-azabicyclo[3.2.1]octane-8-carboxylate